2-chlorospiro[5H-furo[3,4-d]pyrimidin-7,1'-cyclopentane]-5-ol ClC=1N=CC2=C(N1)C1(CCCC1)OC2O